amino-6-bromo-4-fluorobenzaldehyde NC1=C(C=O)C(=CC(=C1)F)Br